2-chloro-6-cyclopropylpyridin ClC1=NC(=CC=C1)C1CC1